[S+2].C[NH+](C)C Trimethylammonium sulfur